C1(=CC=CC=C1)N(C(=O)OCC1=CC=C(C=C1)OCCC1=CC(=CC=C1)C(F)(F)F)C1=CC(=C(C(=C1)Cl)C)CN1C2COC(C1)C2 (4-(3-(trifluoromethyl)phenethoxy)phenyl)methanol phenyl-(3-(2-oxa-5-azabicyclo[2.2.1]heptan-5-ylmethyl)-5-chloro-4-methylphenyl)carbamate